ClC=1C=C(N)C=CC1C(F)(F)F 3-chloro-4-(trifluorometh-yl)aniline